2-(3-((2-((2-(4-(trifluoromethoxy)phenyl)-1H-benzo[d]imidazol-1-yl)methyl)phenoxy)methyl)cyclohexyl)acetic acid FC(OC1=CC=C(C=C1)C1=NC2=C(N1CC1=C(OCC3CC(CCC3)CC(=O)O)C=CC=C1)C=CC=C2)(F)F